BrC=1C=C(C(=NC1)[N+](=O)[O-])OC(C)C1=C(C=CC(=C1)F)C=1N=C(SC1)C 4-(2-(1-((5-bromo-2-nitropyridin-3-yl)oxy)ethyl)-4-fluorophenyl)-2-methylthiazol